Ethyl 4-((3-((tert-butoxycarbonyl) amino) phenyl) amino)-2-chloropyrimidine-5-carboxylate C(C)(C)(C)OC(=O)NC=1C=C(C=CC1)NC1=NC(=NC=C1C(=O)OCC)Cl